tert-Butyl 3-[4-[3-(2,2-dimethylpropyl)triazol-4-yl]phenyl]azetidine-1-carboxylate CC(CN1N=NC=C1C1=CC=C(C=C1)C1CN(C1)C(=O)OC(C)(C)C)(C)C